ethyl 3-(2-methyl-1-(((trifluoromethyl) sulfonyl) oxy) propane-2-yl)-1,2,4-oxadiazole-5-carboxylate CC(COS(=O)(=O)C(F)(F)F)(C)C1=NOC(=N1)C(=O)OCC